methyl-bishydroxyethyl-methyl-ammonium chloride [Cl-].C[N+](C)(CCO)CCO